(S)-4-cyclopropyl-6,7-dihydro-4H-pyrazolo[5,1-c][1,4]oxazine-2-sulfonamide C1(CC1)[C@@H]1OCCN2C1=CC(=N2)S(=O)(=O)N